C1(CCC1)N1C(C=CC(=C1)O)=O 1-cyclobutyl-5-hydroxypyridin-2(1H)-one